bis(1-methylpropyl) sulfite S(=O)(OC(CC)C)OC(CC)C